ClC1=C(C=CC=C1Cl)N1CCN(CC1)CC[C@@H]1CC[C@H](CC1)NC(N(C)C)=O N'-[trans-4-[2-[4-(2,3-dichlorophenyl)-1-piperazinyl]-ethyl]cyclohexyl]-N,N-dimethylurea